COC(CN(C)C(CCCCCCCCCCC)=O)=O lauroyl-sarcosine methyl ester